CON(C(=O)C=1N=CN(C1C)C=1C=NC(=CC1)C)C N-methoxy-N,5-dimethyl-1-(6-methyl-3-pyridyl)imidazole-4-carboxamide